[N+](=O)([O-])C1=C(C=C(C=C1)C1=CN=CO1)O 2-nitro-5-(oxazol-5-yl)phenol